N(=C=O)C1=CC=C(C=C1)N=C=O 1,4-Di-isocyanatobenzol